COC1=CC=C(CN(CC2=CC=C(C=C2)OC)C=2N=C(C(=NC2)C=O)Cl)C=C1 (bis(4-methoxybenzyl)amino)-3-chloro-pyrazine-2-carbaldehyde